1-iodo-4-(methoxymethoxy)butane ICCCCOCOC